C(C=C)[Sn](CCCC)(CCCC)CCCC allyl-(tributyl)stannane